4-(4-chloro-5-(2-hexyldecyl)thiophen-2-yl)-8-(3-chloro-5-fluorophenyl)benzo[1,2-b:4,5-b']dithiophene ClC=1C=C(SC1CC(CCCCCCCC)CCCCCC)C1=C2C(SC=C2)=C(C2=C1SC=C2)C2=CC(=CC(=C2)F)Cl